N-(2-(1-(4-(5-chloro-4-((2,4-difluorophenyl)methoxy-d2)-2-methyl-6-pyrimidinone-1(6H)-yl)-5-methylpyridin-2-yl)-4-fluoro-1H-pyrazol-3-yl)propan-2-yl)acetamide ClC1=C(N=C(N(C1=O)C1=CC(=NC=C1C)N1N=C(C(=C1)F)C(C)(C)NC(C)=O)C)OC([2H])([2H])C1=C(C=C(C=C1)F)F